The molecule is a 3-oxo monocarboxylic acid anion that is the conjugate base of 3-oxodecanoic acid, obtained by deprotonation of the carboxy group. It is a conjugate base of a 3-oxodecanoic acid. CCCCCCCC(=O)CC(=O)[O-]